NC1=NC=CC(=C1Cl)SC=1N=C(C(=NC1)N1CCC2([C@@H]([C@@H](OC2)C)NC(OC(C)(C)C)=O)CC1)Cl Tert-Butyl N-[(3S,4S)-8-[5-[(2-amino-3-chloropyridin-4-yl)sulfanyl]-3-chloropyrazin-2-yl]-3-methyl-2-oxa-8-azaspiro[4.5]decan-4-yl]carbamate